(R)-1-chloro-6-isopropyl-10-oxo-2-phenyl-6,10-dihydro-5H-pyrazolo[1,5-a]pyrido[2,1-c]pyrazine-9-carboxylic Acid ClC=1C(=NN2C1C=1N([C@@H](C2)C(C)C)C=C(C(C1)=O)C(=O)O)C1=CC=CC=C1